N-(2-aminoethyl)-3-aminopropyl-silane NCCNCCC[SiH3]